C(C)(=O)OC1=C(C(=CC(=C1)C)C)C(C)(CC(=O)NCCC1=C(C=C(C(=C1)OC)Br)OC)C 2-(4-((4-bromo-2,5-dimethoxyphenethyl)amino)-2-methyl-4-oxobutan-2-yl)-3,5-dimethylphenyl acetate